N1=CC=C(C=C1)NC1=CC=C(C=C1)NC(=O)C1=CC=C(N)C=C1 4-[p-(4-pyridylamino)phenylcarbamoyl]aniline